C(CC(=O)OF)(=O)OF difluoro malonate